BrC(C(=O)OCC)C1=C(C(=CC(=C1)C(C)(C)O)F)OC ethyl 2-bromo-2-(3-fluoro-5-(2-hydroxypropan-2-yl)-2-methoxyphenyl)acetate